C(C(C)C)(=O)O.C(CCC)(=O)OCCC(C)C isopentyl butyrate (CIS-ISOBUTYRATE)